BrC[C@H](C(C)C)N(C(OC(C)(C)C)=O)C tert-Butyl [(2S)-1-bromo-3-methylbutan-2-yl]methylcarbamate